8-(5-(trifluoromethyl)pyrimidine-2-yl)-2,8-diazaspiro[4.5]Decane FC(C=1C=NC(=NC1)N1CCC2(CCNC2)CC1)(F)F